α-trifluoromethylacrylonitrile FC(C(C#N)=C)(F)F